3-(5-(3-chloro-4-((3-(2-hydroxypropan-2-yl)azetidin-1-yl)methyl)pyridin-2-yl)-1-oxoisoindolin-2-yl)piperidine-2,6-dione ClC=1C(=NC=CC1CN1CC(C1)C(C)(C)O)C=1C=C2CN(C(C2=CC1)=O)C1C(NC(CC1)=O)=O